O=C1CCC2(CN(C2)C=O)CC1 (7-oxo-2-azaspiro[3.5]nonan-2-yl)methanone